8-(3-(4-fluorophenyl)-1-methyl-1H-pyrazol-4-yl)imidazo[1,2-b]pyridazine-2-carbaldehyde FC1=CC=C(C=C1)C1=NN(C=C1C=1C=2N(N=CC1)C=C(N2)C=O)C